3,6-dinitro-N-ethylcarbazole [N+](=O)([O-])C=1C=CC=2N(C3=CC=C(C=C3C2C1)[N+](=O)[O-])CC